O=C1NC(CCC1N1C(C2=CC=C(C=C2C1O)OCOC(=O)N1CCCC1)=O)=O (((2-(2,6-dioxopiperidin-3-yl)-3-hydroxy-1-oxoisoindolin-5-yl)oxy)methyl)pyrrolidine-1-carboxylate